[Li+].C([O-])([O-])=O.[Li+] lithium carbonate, Lithium salt